C(C)C=1C(=C(C(=CC1)C)C[N-]CCCCCC#CC1=C(C=CC=C1C)C)C(C)C N-[(3-ethyl-2-isopropyl-6-methylphenyl)methyl]-7-(2,6-xylyl)-6-heptynyl-amide